CC(C#CC)(O[Si](OC(C#CC)(C)C)(OC(C#CC)(C)C)CCCCCC[Si](O)(OC(C#CC)(C)C)OC(C#CC)(C)C)C tris(1,1-dimethyl-2-butynyloxy)silyl-6-[bis(1,1-dimethyl-2-butynyloxy)hydroxysilyl]hexane